Ethyl-5-(N-(2-((2-chloro-N-(furan-2-ylmethyl)benzoylamino)methyl)-5-(ethyl(methyl)amino)phenyl)-N-Ethylsulfamoyl)-3-methylbenzofuran-2-carboxylic acid ethyl ester C(C)OC(=O)C=1OC2=C(C1C)C(=C(C=C2)S(N(CC)C2=C(C=CC(=C2)N(C)CC)CN(CC=2OC=CC2)C(C2=C(C=CC=C2)Cl)=O)(=O)=O)CC